F\C(=C/CN)\CS(=O)(=O)C1=NC=CC=C1 (Z)-3-Fluoro-4-(pyridin-2-ylsulfonyl)but-2-en-1-amin